S(=O)(=O)(O)O.COC1=C(CNC(=N)N)C=CC(=C1)OC.COC1=C(CNC(=N)N)C=CC(=C1)OC 1-(2,4-dimethoxybenzyl)guanidine hemisulfate